formamidine bromate Br(=O)(=O)O.C(=N)N